N-stearoyl-2-hydroxypropyl-dimethylamine C(CCCCCCCCCCCCCCCCC)(=O)N(CCC(C)O)C